(3,4-epoxycyclohexyl)methyl 3,4-epoxycyclohexylcarboxylate C1(CC2C(CC1)O2)C(=O)OCC2CC1C(CC2)O1